BrC1=NN(C(=C1)C=1OC(C2=C(N1)C(=CC(=C2)Cl)C)=O)C2=NC=C(C=C2Cl)Cl 2-(3-bromo-1-(3,5-dichloropyridin-2-yl)-1H-5-pyrazolyl)-6-chloro-8-methyl-4H-benzo[d][1,3]oxazine-4-one